C(C\C=C/CC)C(C(=O)O)CC.C(CCC)(=O)OCC\C=C/CC cis-3-hexenyl butyrate (Z-hex-3-en-1-yl butyrate)